N-(cis-2-(3-bromo-4-fluorobenzyl)pyrrolidin-3-yl)methanesulfonamide BrC=1C=C(C[C@@H]2NCC[C@@H]2NS(=O)(=O)C)C=CC1F